Cl.FC1(CC(NC1)C(=O)O)F 4,4-difluoropyrrolidine-2-carboxylic acid hydrochloride